NC=1N=C2N(C=C(C=C2)C2=C(C(=CC=C2)F)C)C1C(=O)OC methyl 2-amino-6-(3-fluoro-2-methylphenyl)imidazo[1,2-a]pyridine-3-carboxylate